C(C1=CC=CC=C1)NC1=C2N=CN(C2=NC(=N1)C=1C=NC=C(C(=O)NC)C1)[C@H]1O[C@@H]([C@@H]([C@@H]1O)O)C(C1=CC=CC=C1)(N)C([2H])([2H])[2H] 5-(6-(benzylamino)-9-((2S,3S,4R,5R)-3,4-dihydroxyl-5-((methyl-d3)-aminobenzyl)-tetrahydrofuran-2-yl)-9H-purin-2-yl)-N-methylnicotinamide